(S)-4-(6-(3-hydroxypiperidin-1-yl)pyridin-3-yl)-6-(1-methyl-1H-pyrazol-4-yl)pyrazolo[1,5-a]pyrazine-3-carbonitrile O[C@@H]1CN(CCC1)C1=CC=C(C=N1)C=1C=2N(C=C(N1)C=1C=NN(C1)C)N=CC2C#N